FC1(CCN(CC1)C=1C=C(C=C(C1)C)NC(C1=C(C=C(C=C1)I)N1C[C@@H]2CC[C@H](C1)C21CC1)=O)F N-(3-(4,4-difluoropiperidin-1-yl)-5-methylphenyl)-4-iodo-2-((1R,5S)-3-azaspiro[bicyclo[3.2.1]octane-8,1'-cyclopropan]-3-yl)benzamide